ClC=1C(=NC=NC1)NC1=NNC2=CC(=CC=C12)N1C(C2(C3=CC(=CC=C13)OC)CC2)=O {3-[(5-Chloropyrimidin-4-yl)amino]-1H-indazol-6-yl}-5'-methoxyspiro[cyclopropane-1,3'-indol]-2'(1'H)-one